3-HYDROXY-1-PHENYLBUTAN OC(CCC1=CC=CC=C1)C